4-hydroxyvalerate OC(CCC(=O)[O-])C